methyl 4-(5-chloro-4-(cyclopropylsulfinyl)-2-methoxyphenyl)-6-methylnicotinate ClC=1C(=CC(=C(C1)C1=CC(=NC=C1C(=O)OC)C)OC)S(=O)C1CC1